C1(CCC2=CC=CC=C12)C(=O)OC methyl indane-1-carboxylate